BrC=1C=C(C=C(C1)NS(=O)(=N)C)NC(=O)C=1SC=C(C1)C1=NC=CC=C1 N-(3-bromo-5-methanesulfonoimidamidophenyl)-4-(pyridin-2-yl)thiophene-2-carboxamide